3-(6-(((3S,4S)-4-fluoropyrrolidin-3-yl)amino)pyridin-2-yl)-N,N-dimethylimidazo[1,2-a]pyridine-7-carboxamide F[C@@H]1[C@H](CNC1)NC1=CC=CC(=N1)C1=CN=C2N1C=CC(=C2)C(=O)N(C)C